3-[3-ethyl-4-(imidazo[1,2-b]pyridazin-8-yloxy)phenyl]-4-hydroxy-1-[5-(trifluoromethyl)-3-pyridinyl]-2-imidazolidinone C(C)C=1C=C(C=CC1OC=1C=2N(N=CC1)C=CN2)N2C(N(CC2O)C=2C=NC=C(C2)C(F)(F)F)=O